ClC=1C=C2C(=NC(=NC2=C(C1C1=CC(=CC2=CC=CC=C12)O)F)OC[C@]12CCCN2C[C@@H](C1)F)N1CCOCCC1 4-(6-chloro-8-fluoro-2-(((2R,7aS)-2-fluorotetra-hydro-1H-pyrrolizin-7a(5H)-yl)methoxy)-4-(1,4-oxazepan-4-yl)quinazolin-7-yl)-naphthalen-2-ol